(S)-2-amino-5-(2-(1-cyclopropylethyl)-7-(methylsulfonamido)-1-oxoisoindolin-5-yl)-N-phenylpyrazolo[1,5-a]pyrimidine-3-carboxamide NC1=NN2C(N=C(C=C2)C=2C=C3CN(C(C3=C(C2)NS(=O)(=O)C)=O)[C@@H](C)C2CC2)=C1C(=O)NC1=CC=CC=C1